6-(2,2-difluoroethylamino)pyridine-3-boronic acid FC(CNC1=CC=C(C=N1)B(O)O)F